tert-butyl 4-[5-(7-fluoro-2-methylindazol-5-yl)thieno[2,3-c]pyrazol-2-yl]-3,6-dihydro-2H-pyridine-1-carboxylate FC1=CC(=CC2=CN(N=C12)C)C1=CC=2C(=NN(C2)C=2CCN(CC2)C(=O)OC(C)(C)C)S1